C1(=CC=CC=C1)C(=O)N1CCC2(C(N3[C@H](O2)CC[C@H]3C3=C(C=CC(=C3)F)F)=O)CC1 (5'S,7a'R)-1-(benzenecarbonyl)-5'-(2,5-difluorophenyl)tetrahydro-3'H-spiro[piperidine-4,2'-pyrrolo[2,1-b][1,3]oxazol]-3'-one